2-ethyl-4'-[(tetrahydro-2H-pyran-2-yl)oxy]-1,1'-biphenyl-4-ol C(C)C1=C(C=CC(=C1)O)C1=CC=C(C=C1)OC1OCCCC1